4-(1-methylindazol-5-yl)sulfanyl-6-[1-[(3S)-3-piperidyl]pyrazol-4-yl]pyrazolo[1,5-a]pyridine-3-carbonitrile CN1N=CC2=CC(=CC=C12)SC=1C=2N(C=C(C1)C=1C=NN(C1)[C@@H]1CNCCC1)N=CC2C#N